CC1C(N(CC(C1)C)C(C(=O)NC=1C=C(C(=NC1)NC(OC(C)(C)C)=O)C)=O)C1=CC=CC=C1 tert-butyl (5-(2-(3,5-dimethyl-2-phenylpiperidin-1-yl)-2-oxoacetamido)-3-methylpyridin-2-yl)carbamate